1-((2R,3S,4R,5R)-5-azido-3-fluoro-4-hydroxy-5-(hydroxymethyl)tetrahydrofuran-2-yl)-5-methylpyrimidine-2,4(1H,3H)-dione N(=[N+]=[N-])[C@]1([C@H]([C@@H]([C@@H](O1)N1C(NC(C(=C1)C)=O)=O)F)O)CO